ClC=1C(=C2N=C(N=C3C2=C(C[C@@H]([C@@H]2[C@@H]4CC[C@H](CN32)N4C(=O)OC(C)(C)C)C)N1)SCC)F tert-butyl (5S,5aR,6S,9R)-2-chloro-12-(ethylthio)-1-fluoro-5-methyl-4,5,5a,6,7,8,9,10-octahydro-3,10a,11,13,14-pentaaza-6,9-methanonaphtho[1,8-ab]heptalene-14-carboxylate